10-(4,4,5,5-tetramethyl-[1,3,2]dioxaborolan-2-yl)benzo[h]quinoline CC1(OB(OC1(C)C)C1=CC=CC2=CC=C3C=CC=NC3=C21)C